4,4-Difluoro-2-(4-fluorophenyl)-N-{4-[3'-(4-fluorophenyl)-5'-methyl-4'-oxo-1',4',5',7'-tetrahydro-spiro[cyclopropan-1,6'-pyrrolo[3,2-c]pyridin]-2'-yl]pyridin-2-yl}butanamid FC(CC(C(=O)NC1=NC=CC(=C1)C1=C(C=2C(N(C3(CC2N1)CC3)C)=O)C3=CC=C(C=C3)F)C3=CC=C(C=C3)F)F